(R)-4-cyclopropyl-N-((S)-2-(dimethylamino)-3-(4-methyl-2-oxoindolin-5-yl)propyl)-3-(pyridin-3-yl)butanamide C1(CC1)C[C@H](CC(=O)NC[C@H](CC=1C(=C2CC(NC2=CC1)=O)C)N(C)C)C=1C=NC=CC1